The molecule is a hydroxycoumarin that is methane in which two hydrogens have each been substituted by a 4-hydroxycoumarin-3-yl group. Related to warfarin, it has been used as an anticoagulant. It has a role as a vitamin K antagonist, an anticoagulant, an EC 1.6.5.2 [NAD(P)H dehydrogenase (quinone)] inhibitor and a Hsp90 inhibitor. C1=CC=C2C(=C1)C(=C(C(=O)O2)CC3=C(C4=CC=CC=C4OC3=O)O)O